FC(C1=NN(C=C1NC(=O)C=1C=NN2C1N=C(C=C2)N2[C@H]1CO[C@@H](C2)C1)C1=CC=C(C=C1)C=O)F N-[3-(difluoromethyl)-1-(4-formylphenyl)pyrazol-4-yl]-5-[(1R,4R)-2-oxa-5-azabicyclo[2.2.1]heptan-5-yl]pyrazolo[1,5-a]pyrimidine-3-carboxamide